(3-Bromo-1-cyclopropyl-1H-pyrazol-5-yl)propan-2-ol BrC1=NN(C(=C1)CC(C)O)C1CC1